5-(((2-Hydroxyethyl)amino)methyl)-N-(3-(2-methyl-1-(4-methyl-4H-1,2,4-triazol-3-yl)propan-2-yl)phenyl)-2-oxo-1-(2,2,2-trifluoroethyl)-1,2-dihydropyridine-3-carboxamide OCCNCC=1C=C(C(N(C1)CC(F)(F)F)=O)C(=O)NC1=CC(=CC=C1)C(CC1=NN=CN1C)(C)C